N12CCCN=C2CCC1 1,5-Diazabicyclo[4.3.0]-non-5-en